C1(CC1)C=1C=CC=2N(C1)C=C(N2)CN(C(OC(C)(C)C)=O)C2=NC=NC(=C2)NC(=O)OC2=CC=CC=C2 tert-butyl ((6-cyclopropylimidazo[1,2-a]pyridin-2-yl)methyl)(6-((phenoxycarbonyl)amino) pyrimidin-4-yl)carbamate